[K+].N(CC(=O)O)CC(=O)[O-] iminodiacetic acid monopotassium salt